ClC1=CC=C(C=C1)NC(NCCC1=CC=C(C=C1)[N+](=O)[O-])=O 3-(4-chlorophenyl)-1-[2-(4-nitrophenyl)ethyl]urea